1,3-thiazol-4-ylacetic acid S1C=NC(=C1)CC(=O)O